(S)-chroman-7-yl-(2,7-dimethyl-3-(1-methyl-3-(trifluoromethyl)-1H-pyrazol-4-yl)-2,4,5,7-tetrahydro-6H-pyrazolo[3,4-c]pyridin-6-yl)methanone O1CCCC2=CC=C(C=C12)C(=O)N1[C@H](C=2C(CC1)=C(N(N2)C)C=2C(=NN(C2)C)C(F)(F)F)C